[K].IC1=CC=CC=C1 4-iodobenzene potassium